C(C)(C)(C)OC(=O)C=1C=NN(C1N)C1=NC(=CC(=N1)C#N)NC1=CC2=C(OCO2)C=C1 tert-butyl-{4-cyano-6-[benzo(d)(1,3)dioxol-5-ylamino] pyrimidin-2-yl}-5-amino-1H-pyrazole-4-carboxylate